6-methyl-5-(trifluoromethyl)-1H-indazole CC1=C(C=C2C=NNC2=C1)C(F)(F)F